ClC=1C=C(C=C(C1)Cl)C(C1CCCCC1)C1=CC(=CC(=C1)Cl)Cl bis-(3,5-dichlorophenyl)-cyclohexylmethane